1-acetyl-3,6-dimethylbenzimidazole-2-carboxylate C(C)(=O)N1C(N(C2=C1C=C(C=C2)C)C)C(=O)[O-]